ClC1=NC=CC2=C1C1=C(S2)C=C(C=C1)C(F)(F)F 1-chloro-7-(trifluoromethyl)benzo[4,5]thieno[3,2-c]pyridine